14-(eicosa-11-enoyloxy)-tetradecanoic acid C(CCCCCCCCCC=CCCCCCCCC)(=O)OCCCCCCCCCCCCCC(=O)O